ClC1=CC2=C(N=CNC2=O)N1C1=CC(=C(C=C1)C1N(CCOC1)C(=O)OC(C)(C)C)C(F)(F)F tert-Butyl 3-(4-(6-chloro-4-oxo-3,4-dihydro-7H-pyrrolo[2,3-d]pyrimidin-7-yl)-2-(trifluoromethyl)phenyl)morpholine-4-carboxylate